(4-amino-6-(3-(7,7-dimethyl-1-oxo-1,3,4,6,7,8-hexahydro-2H-cyclopenta[4,5]pyrrolo[1,2-a]pyrazin-2-yl)-5-fluoro-2-methylphenyl)pyrimidin-5-yl(oxy)methyl)pyrrolidine-1-carboxylate NC1=NC=NC(=C1OCOC(=O)N1CCCC1)C1=C(C(=CC(=C1)F)N1C(C=2N(CC1)C1=C(C2)CC(C1)(C)C)=O)C